(3R,4S)-1-tert-butyldimethylsilyl-3-tert-butyldimethylsilyl-4-(3-tert-butyldimethylsilyloxy-1-propynyl)-2-azetidinone [Si](C)(C)(C(C)(C)C)N1C([C@@H]([C@@H]1C#CCO[Si](C)(C)C(C)(C)C)[Si](C)(C)C(C)(C)C)=O